4-({(4E)-4-[3-(3-chlorophenyl)prop-2-yn-1-ylidene]-3,3-dimethylpiperidin-1-yl}carbonyl)pyridine-2-carbonitrile ClC=1C=C(C=CC1)C#C\C=C/1\C(CN(CC1)C(=O)C1=CC(=NC=C1)C#N)(C)C